1-methyl-5-((trimethylsilyl)ethynyl)pyridin-2(1H)-one CN1C(C=CC(=C1)C#C[Si](C)(C)C)=O